4-methyl-9,10-bis[2-carboxy(3,6-methano-4-methyl-4-cyclohexenyl)]carbonyloxyanthracene 2,2,2-Trifluoroethyl-2-((pyrazine-2-carboxamido)methyl)benzofuran-7-carboxylate FC(COC(=O)C1=CC=CC=2C=C(OC21)CNC(=O)C2=NC=CN=C2)(F)F.CC2=CC=CC1=C(C3=CC=CC=C3C(=C21)OC(=O)C2C(C1C(=CC2C1)C)C(=O)O)OC(=O)C1C(C2C(=CC1C2)C)C(=O)O